4-(2,6-bis(bis(2-methoxyethyl)amino)-8-((3-chlorobenzyl)amino)pyrimido[5,4-d]pyrimidin-4-yl)-1-methylpiperazin-2-one COCCN(C=1N=C(C2=C(N1)C(=NC(=N2)N(CCOC)CCOC)NCC2=CC(=CC=C2)Cl)N2CC(N(CC2)C)=O)CCOC